5-(7,8-Dimethyl-[1,2,4]triazolo[1,5-a]pyridin-6-yl)-6-isopropyl-2-(4-(2-(methylsulfonyl)ethyl)piperazin-1-yl)-4H-pyrrolo[3,2-d]thiazole CC1=C(C=2N(C=C1C1=C(C=3N=C(SC3N1)N1CCN(CC1)CCS(=O)(=O)C)C(C)C)N=CN2)C